N-(2-(5-chloro-7,7a-dihydro-4aH-pyrrolo[2,3-d]pyrimidin-4-yl)-2-azaspiro[3.3]heptane-6-yl)-N-methyl-sulfamide ClC1=CNC2N=CN=C(C21)N2CC1(C2)CC(C1)N(S(=O)(=O)N)C